ClC(=O)OC(C(=O)OCC)C ethyl (chlorocarbonyl)oxypropionate